(Z)-1-(4-Hydroxybut-2-en-1-yl)-N-(2-hydroxyethyl)-1H-pyrazole-3-carboxamide OC\C=C/CN1N=C(C=C1)C(=O)NCCO